zinc monoglycerol OCC(O)CO.[Zn]